N[C@H]1CS(C2=C(N(C1=O)CC1=CC=C(C=C1)C1=NOC(=N1)C(C)(C)C)C=C(C=C2)C=2OC(=NN2)C2CN(CC(C2)(F)F)CC)(=O)=O (3R)-3-amino-5-[[4-(5-tert-butyl-1,2,4-oxadiazol-3-yl)phenyl]methyl]-7-[5-(1-ethyl-5,5-difluoro-3-piperidinyl)-1,3,4-oxadiazol-2-yl]-1,1-dioxo-2,3-dihydro-1λ6,5-benzothiazepine-4-One